FC1(CCC2=C1N=C(N=C2C=2C=C(C(=C(C2)S(=O)(C)=N)OC)F)N2[C@H]([C@@H](C2)O)C)F (5-(7,7-difluoro-2-((2S,3R)-3-hydroxy-2-methylazetidin-1-yl)-6,7-dihydro-5H-cyclopenta[d]pyrimidin-4-yl)-3-fluoro-2-methoxyphenyl)(imino)(methyl)-λ6-sulfanone